(R)-1-(2-methyl-3-(trifluoromethyl)phenyl)ethan-1-amine hydrochloride salt Cl.CC1=C(C=CC=C1C(F)(F)F)[C@@H](C)N